ethyl 4-bromo-3-((dimethylamino) methylene)-2-methylcyclohexa-1,4-diene-1-carboxylate BrC=1C(C(=C(CC1)C(=O)OCC)C)=CN(C)C